CC1(CN(C1)C(=O)OC(C)(C)C)OC=1C=NC(=CC1)C(NC)=O tert-butyl 3-methyl-3-{[6-(methylcarbamoyl)pyridin-3-yl]oxy}azetidine-1-carboxylate